dimethyl-1,2,3,4-tetrahydroquinoline CC1N(C2=CC=CC=C2CC1)C